C(CCC)C=1N(C2=C(C(=NC=3C=CC=CC23)N)N1)CC1=CC=C(C=C1)CNCC1CC(C1)C 2-butyl-1-(4-((((3-methylcyclobutyl)methyl)amino)methyl)benzyl)-1H-imidazo[4,5-c]quinolin-4-amine